Gadolinium 2,2',2''-[10-(carboxymethyl)-2-(4-ethoxybenzyl)-1,4,7,10-tetraazacyclododecane-1,4,7-triyl]triacetat C(=O)(O)CN1CCN(CCN(CC(N(CC1)CC(=O)[O-])CC1=CC=C(C=C1)OCC)CC(=O)[O-])CC(=O)[O-].[Gd+3]